7-chloro-8-fluoro-5-[[(2R,3R)-3-hydroxy-2-piperidyl]methoxy]-2-methylsulfanyl-pyrido[4,3-d]pyrimidin-4-ol ClC1=C(C=2N=C(N=C(C2C(=N1)OC[C@H]1NCCC[C@H]1O)O)SC)F